1-(piperidin-4-yl)naphthalen-2-ol N1CCC(CC1)C1=C(C=CC2=CC=CC=C12)O